ClC=1C(=CC(=NC1)C(=O)N[C@@H](C(F)(F)F)C1=NC=CC=C1)OCC1CC1 |r| (rac)-5-chloro-4-(cyclopropylmethoxy)-N-[2,2,2-trifluoro-1-pyridin-2-ylethyl]pyridine-2-carboxamide